1-(2-hydroxyethyl)-3-methylimidazole Chloride [Cl-].OCCN1CN(C=C1)C